O(C1=CC=CC=C1)CCCCC#CC=1C=C(C=C2C(=NNC12)N)C1=C2C(=NC=C1)NC=C2 7-(6-phenoxyhex-1-yn-1-yl)-5-(1H-pyrrolo[2,3-b]pyridin-4-yl)-1H-indazol-3-amine